Aminophenylpropyl-trismethoxysilane NCO[Si](OC)(OC)CCCC1=CC=CC=C1